4-bromo-6-chloro-2-methylpyridazin-3-one BrC=1C(N(N=C(C1)Cl)C)=O